C(C1=CC=CC=C1)OC1=CC=C(C(=C1N1CC(NS1(=O)=O)=O)F)C#CC1CN(C1)S(=O)(=O)C 5-(6-(benzyloxy)-2-fluoro-3-((1-(methylsulfonyl)azetidin-3-yl)ethynyl)phenyl)-1,2,5-thiadiazolidin-3-one 1,1-dioxide